C(N)(=O)C=1C=C2C(=NC1)N(C=C2)C2=CC(=C(C=N2)C2=NN=C(S2)C2CCC(CC2)NC(OC(C)(C)C)=O)NC tert-butyl ((1r,4r)-4-(5-(6-(5-carbamoyl-1H-pyrrolo[2,3-b]pyridin-1-yl)-4-(methylamino)pyridin-3-yl)-1,3,4-thiadiazol-2-yl)cyclohexyl)carbamate